C(C)(C)(C)OC(=O)N1[C@@H](CCC1)CN (S)-2-(aminomethyl)pyrrolidine-1-carboxylic acid tert-butyl ester